C(C)C1=C(C(=CC(=C1)C=1C(N2N(CCOCC2)C1OC(C(C)(C)C)=O)=O)CC)C 8-(2,6-diethyl-p-tolyl)-1,2,4,5-tetrahydro-7-oxo-7H-pyrazolo[1,2-d][1,4,5]oxadiazepine-9-Yl-2,2-dimethylpropionate